1-(2,4-Dimethylphenyl)-6-methoxy-2-((oxazol-4-ylmethyl)carbamoyl)-1,2,3,4-tetrahydroisoquinoline CC1=C(C=CC(=C1)C)C1N(CCC2=CC(=CC=C12)OC)C(NCC=1N=COC1)=O